N1=CC=C2N1CCCN2C=2C=NC=1CCN(CC1C2)C=2C=C(C=1N(N2)C(C=CN1)=O)C 7-(3-(6,7-dihydropyrazolo[1,5-a]pyrimidin-4(5H)-yl)-7,8-dihydro-1,6-naphthyridin-6(5H)-yl)-9-methyl-4H-pyrimido[1,2-b]pyridazin-4-one